((1-(4-fluorophenyl)-5-(4-isopropylphenyl)-1H-1,2,4-triazol-3-yl)methyl)-4-methylpiperidine FC1=CC=C(C=C1)N1N=C(N=C1C1=CC=C(C=C1)C(C)C)CN1CCC(CC1)C